BrC=1C=C(C=CC1)C(C)NC1=NC=C(C=N1)C1=NOC(=N1)C(F)(F)F N-[1-(3-bromophenyl)ethyl]-5-[5-(trifluoromethyl)-1,2,4-oxadiazol-3-yl]pyrimidin-2-amine